2-[(2R)-2-methylmorpholin-4-yl]-4-{[4-(pentafluoroethyl)phenyl]amino}-6-(propan-2-yl)-5,6-dihydro-7H-pyrrolo[3,4-d]pyrimidin-7-one C[C@@H]1CN(CCO1)C=1N=C(C2=C(N1)C(N(C2)C(C)C)=O)NC2=CC=C(C=C2)C(C(F)(F)F)(F)F